ClC=1C(=NC=CC1C1=NC(=C(C=C1)CNC[C@H]1CCC(N1)=O)OC)C1=C(C(=CC=C1)NC1=NC=CC(=C1OC)CNC[C@@H](C)O)Cl (R)-5-((((3'-chloro-2'-(2-chloro-3-((4-((((R)-2-hydroxypropyl)amino)methyl)-3-methoxypyridin-2-yl)amino)phenyl)-6-methoxy-[2,4'-bipyridin]-5-yl)methyl)amino)methyl)pyrrolidin-2-one